BrC1=C2C=CN(C2=CC(=C1)C(C)=O)S(=O)(=O)C1=CC=CC=C1 1-(4-bromo-1-(benzenesulfonyl)-1H-indol-6-yl)ethan-1-one